(S)-3-Chloro-4-methoxy-N-(4-(piperidin-3-yl)-phenyl)-benzamid ClC=1C=C(C(=O)NC2=CC=C(C=C2)[C@H]2CNCCC2)C=CC1OC